2-(3-Aminophenyl)-N-(6-(4-fluorophenyl)-2-(2-morpholinoethyl)-2H-indazol-5-yl)thiazole-4-carboxamide NC=1C=C(C=CC1)C=1SC=C(N1)C(=O)NC1=CC2=CN(N=C2C=C1C1=CC=C(C=C1)F)CCN1CCOCC1